6-methoxycinnolin-4-ol COC=1C=C2C(=CN=NC2=CC1)O